FC1(CC(C1)C(C)N1N=CC=C1C(=O)O)F 1-(1-(3,3-difluorocyclobutyl)ethyl)-1H-pyrazole-5-carboxylic acid